C(=C)CC(=O)O (vinyl)acetic acid